fluorine chlorine cyanogen N#CC#N.[Cl].[F]